1,4-dihydroxy-2-tert-butylbenzene OC1=C(C=C(C=C1)O)C(C)(C)C